OC[C@]1(CN(CCOC1)C(=O)OCC1=CC=CC=C1)C benzyl (6R)-6-(hydroxymethyl)-6-methyl-1,4-oxazepan-4-carboxylate